C(=O)(OCC1C2=CC=CC=C2C2=CC=CC=C12)C=1NC=CC1 Fmoc-Pyrrol